tetradecyl-aminobutyryl-valinamide butyrate C(CCC)(=O)O.C(CCCCCCCCCCCCC)N([C@@H](C(C)C)C(=O)N)C(CCCN)=O